ClC1=CC=C(C=C1)C1=CC=C(O1)C(=O)N(/N=C/C1=CC(=CC(=C1)OC)OC)C (E)-5-(4-chlorophenyl)-N'-(3,5-dimethoxybenzylidene)-N-methylfuran-2-carbohydrazide